[Cl-].C(C=C)(=O)OC1=NC=CN1CCC[Si](OC)(OC)OC acryloyloxy-3-(3-trimethoxysilylpropyl)imidazole chloride